CC1(OC[C@@H](O1)CO)C (S)-(+)-(2,2-Dimethyl-1,3-dioxolan-4-yl)methanol